7-(1-(7-((2-(2,6-dioxopiperidin-3-yl)-1,3-dioxoisoindolin-4-yl)thio)heptanoyl)piperidin-4-yl)-2-(4-phenoxyphenyl)-4,5,6,7-tetrahydropyrazolo[1,5-a]pyrimidine-3-carboxamide O=C1NC(CCC1N1C(C2=CC=CC(=C2C1=O)SCCCCCCC(=O)N1CCC(CC1)C1CCNC=2N1N=C(C2C(=O)N)C2=CC=C(C=C2)OC2=CC=CC=C2)=O)=O